C1(=CC=CC=C1)CCCS(=O)(=O)OC1=C(C=CC=C1)NC(=O)NC1=C(C=CC=C1)OS(=O)(=O)CCCC1=CC=CC=C1 N,N'-di-[2-(phenylpropanesulfonyloxy)phenyl]urea